N-(2,3-difluorophenyl)-1-methyl-2-oxo-2,5-dihydro-1H-pyrrole-3-carboxamide FC1=C(C=CC=C1F)NC(=O)C=1C(N(CC1)C)=O